benzyl 3-(2-chlorothiazol-4-yl)-3-((methoxycarbonyl)amino)piperidine-1-carboxylate ClC=1SC=C(N1)C1(CN(CCC1)C(=O)OCC1=CC=CC=C1)NC(=O)OC